N-(2-(1,2-dimethylpyrrolidin-3-yl)thieno[2,3-b]pyridin-4-yl)benzo[d]thiazol-5-amine CN1C(C(CC1)C1=CC=2C(=NC=CC2NC=2C=CC3=C(N=CS3)C2)S1)C